C(C1=CC=CC=C1)O[C@]1(C2=NN=C(C=3C(=CC(=C(O[C@@H](CCC(CC1)O)C)N3)C(F)(F)F)NC(OC(C)(C)C)=O)O2)C(F)(F)F tert-Butyl N-[(6R,12R)-6-benzyloxy-9-hydroxy-12-methyl-6,15-bis(trifluoromethyl)-13,19-dioxa-3,4,18-triazatricyclo[12.3.1.12,5]nonadeca-1(18),2,4,14,16-pentaen-17-yl]carbamate